3-(3H-imidazo[4,5-c]pyridin-2-yl)-N,N-dimethylaniline N1=C(NC=2C=NC=CC21)C=2C=C(N(C)C)C=CC2